FC1=CC=C2C(=NC=NC2=C1)N1CC(CCC1)NS(=O)(=O)C N-(1-(7-FLUOROQUINAZOLIN-4-YL)PIPERIDIN-3-YL)METHANESULFONAMIDE